ClC=1C(=C(C(=CC1N1C[C@](CC1)(OC)CN(C)C)F)S(=O)(=O)N(C1=NC(=CC=C1)F)CC1=C(C=C(C=C1)OC)OC)F (R)-3-chloro-N-(2,4-dimethoxybenzyl)-4-(3-((dimethylamino)methyl)-3-methoxypyrrolidin-1-yl)-2,6-difluoro-N-(6-fluoropyridin-2-yl)benzenesulfonamide